2-(tert-butoxycarbonyl)-2-azaspiro[3.5]nonane-7-carboxylic acid C(C)(C)(C)OC(=O)N1CC2(C1)CCC(CC2)C(=O)O